CC1(CCC=C(C1)C=O)C 5,5-dimethylcyclohex-1-enecarbaldehyde